5-(4,4,5,5-Tetramethyl-1,3,2-dioxaborolan-2-yl)-2-(trifluoromethyl)-4-[4-(trifluoromethyl)cyclohexyl]pyridine CC1(OB(OC1(C)C)C=1C(=CC(=NC1)C(F)(F)F)C1CCC(CC1)C(F)(F)F)C